3-(PROPAN-2-YLSULFANYL)PROPANAL CC(C)SCCC=O